4-chloro-6-methylamino-2-methylthiopyrimidin-5-carbaldehyde ClC1=NC(=NC(=C1C=S)NC)C